N[C@@H]1[C@H](CN(CC1)C(=O)OC(C)(C)C)C tert-butyl (3s,4s)-4-amino-3-methylpiperidine-1-carboxylate